(R)-N-(2-(4-cyanothiazolidin-3-yl)-2-oxoethyl)-6-(6-(trifluoromethyl)-2-azaspiro[3.3]heptane-2-yl)quinoline-4-carboxamide C(#N)[C@H]1N(CSC1)C(CNC(=O)C1=CC=NC2=CC=C(C=C12)N1CC2(C1)CC(C2)C(F)(F)F)=O